C(C)(=O)O[C@]1(C(N(C2=CC=CC=C12)C=1C=NC=C(C1)C=C1OC(C2=CC=CC=C12)=O)=O)C (R)-(+)-3-methyl-2-oxo-1-(5-((3-oxoisobenzofuran-1(3H)-ylidene)methyl)pyridin-3-yl)indolin-3-yl acetate